NC1=NC2=CC(=CC=C2C=C1Br)C[C@@H]1OC[C@]2([C@@H]1O[C@H]([C@@H]2O)N2C=C(C1=C2N=CN=C1N)C)O (2R,3R,3aS,6S,6aR)-6-((2-amino-3-bromoquinolin-7-yl)methyl)-2-(4-amino-5-methyl-7H-pyrrolo[2,3-d]pyrimidin-7-yl)tetrahydrofuro[3,4-b]furan-3,3a(4H)-diol